N'-[4-(1-methyl-3-trifluoromethyl-1H-pyrazol-5-oxy)-2,5-dimethylphenyl]-N-ethyl-N-methylformamidine CN1N=C(C=C1OC1=CC(=C(C=C1C)N=CN(C)CC)C)C(F)(F)F